OCCN1C(=O)N(C(=O)N(C1=O)C(C)(C)O)CCO 1,3-bis(2-hydroxyethyl)-5-(1-hydroxy-1-methylethyl)isocyanuric acid